(2R,3S,4S,5R,6R)-2-(2-acetoxy-4-nitrophenoxy)-6-(2-(diethoxyphosphoryl)ethyl)tetrahydro-2H-pyran-3,4,5-triyl triacetate C(C)(=O)O[C@@H]1[C@H](O[C@@H]([C@H]([C@@H]1OC(C)=O)OC(C)=O)CCP(=O)(OCC)OCC)OC1=C(C=C(C=C1)[N+](=O)[O-])OC(C)=O